5-(4-(methylsulfonyl)phenyl)-N-(4-(piperazin-1-yl)phenyl)-[1,2,4]triazolo[1,5-a]pyridin-2-amine hydrochloride Cl.CS(=O)(=O)C1=CC=C(C=C1)C1=CC=CC=2N1N=C(N2)NC2=CC=C(C=C2)N2CCNCC2